COC1=CC(=CC2=C1OCO2)C(C#N)C (7-methoxybenzo[d][1,3]dioxol-5-yl)propionitrile